The molecule is a 2-hydroxy fatty acid that is pentacosanoic acid substituted by a hydroxy group at position 2. It is a 2-hydroxy fatty acid and a very long-chain fatty acid anion. It derives from a pentacosanoic acid. It is a conjugate acid of a 2-hydroxypentacosanoate. CCCCCCCCCCCCCCCCCCCCCCCC(C(=O)O)O